ClC1=C(C(=CC(=N1)N1CC(C1)[C@@H]1CN(CCC1)C1CC(C1)(C(=O)O)C)O[C@H](C)C1=C(C=C(C=C1)Cl)Cl)C (1R,3r)-3-((R)-3-(1-(6-chloro-4-((R)-1-(2,4-dichlorophenyl)ethoxy)-5-methylpyridin-2-yl)azetidin-3-yl)piperidin-1-yl)-1-methylcyclobutane-1-carboxylic acid